6,7-dimethyl-2-((2S)-2-(6-methyl-4-pyridazinyl)-4-morpholinyl)-4-(trans-3-(trifluoromethyl)cyclobutyl)pteridine CC=1N=C2C(=NC(=NC2=NC1C)N1C[C@@H](OCC1)C1=CN=NC(=C1)C)[C@@H]1C[C@H](C1)C(F)(F)F